FC=1C=C(C=CC1F)C1=CC=C2C=C(NC2=C1)C(=O)OC methyl 6-(3,4-difluorophenyl)-1H-indole-2-carboxylate